[N+](=[N-])=CC(CC[C@@H](C(=O)OC(C)C)NC([C@H](CC(C)C)O)=O)=O isopropyl (S)-6-diazo-2-((S)-2-hydroxy-4-methylpentanamido)-5-oxohexanoate